4-(4-ethyl-phenyl)-N-(4-methoxybenzyl)phthalazine-1-amine C(C)C1=CC=C(C=C1)C1=NN=C(C2=CC=CC=C12)NCC1=CC=C(C=C1)OC